(R)-(3-aminopyrrolidin-1-yl)(1-(1-(cyclopropylmethyl)-1H-indol-2-yl)-8,9-dihydro-7H-6-oxa-2,9a-diazabenzo[cd]azulen-4-yl)methanone N[C@H]1CN(CC1)C(=O)C=1C=C2C3=C(N=C(N3CCCO2)C=2N(C3=CC=CC=C3C2)CC2CC2)C1